[Si](C)(C)(C(C)(C)C)O[C@@H](CC(=O)OCC)C Ethyl (R)-3-((tert-butyldimethylsilyl)oxy)butanoate